(4S)-N-(3-bromo-2-methyl-phenyl)-4-(methylamino)-4,5,6,7-tetrahydropyrazolo[1,5-a]pyridine-2-carboxamide BrC=1C(=C(C=CC1)NC(=O)C1=NN2C([C@H](CCC2)NC)=C1)C